2,7-dihydroxy-8-[(3s,4r)-3-hydroxy-1-methyl-4-piperidinyl]-4-benzopyranone OC=1OC2=C(C(C1)=O)C=CC(=C2[C@@H]2[C@@H](CN(CC2)C)O)O